BrC1=NO[C@@H]2[C@H]1[C@H]1CN(C[C@@H]2N1C(C)(C)C1=CC=CC=C1)C(=O)OC(C)(C)C tert-butyl (3aR,4S,8S,8aR)-3-bromo-9-(2-phenylpropan-2-yl)-3a,4,5,7,8,8a-hexahydro-6H-4,8-epiminoisoxazolo[4,5-d]azepine-6-carboxylate